NC1=NC=2C=C(C=CC2C2=C1N=C(N2CC(C)(O)C)CCCC)CC=2C=C1CCNCC1=CC2 1-(4-amino-2-butyl-7-((1,2,3,4-tetrahydroisoquinolin-6-yl)methyl)-1H-imidazo[4,5-c]quinolin-1-yl)-2-methylpropan-2-ol